p-(bromomethyl)styrene BrCC1=CC=C(C=C)C=C1